7-{4-[(1-cyanocyclopropyl)amino]-5-{5-[(1R,5S)-3,8-diazabicyclo[3.2.1]octan-3-yl]-1,3,4-thiadiazol-2-yl}pyridin-2-yl}pyrrolo[1,2-b]pyridazine-3-carbonitrile C(#N)C1(CC1)NC1=CC(=NC=C1C=1SC(=NN1)N1C[C@H]2CC[C@@H](C1)N2)C2=CC=C1N2N=CC(=C1)C#N